C(C)(C)C1=C(C=C(C=C1)C=1N=NC=2CCCCC2C1)O 2-isopropyl-5-(5,6,7,8-tetrahydrocinnolin-3-yl)phenol